ClC1=CC=C(C=C1)C1=NN=C(O1)C12CC(C1)(C2)NC(=O)C=2OC(=CC2)C2(CC2)S(=O)(=O)C N-[3-[5-(4-chlorophenyl)-1,3,4-oxadiazol-2-yl]-1-bicyclo[1.1.1]pentanyl]-5-(1-methylsulfonylcyclopropyl)furan-2-carboxamide